(S)-2-(4-bromo-2-(trifluoromethyl)thiazole-5-carboxamido)-N6-ethyl-N1-(1-(2-(2-adamantylamino)-2-oxoethyl)-2-oxo-1,2-dihydropyridin-3-yl)-5-oxohexanediamide BrC=1N=C(SC1C(=O)N[C@H](C(=O)NC=1C(N(C=CC1)CC(=O)NC1C2CC3CC(CC1C3)C2)=O)CCC(C(=O)NCC)=O)C(F)(F)F